(S)-6-((4-((2-hydroxy-1-phenylethyl)amino)-5-(1,3,4-oxadiazol-2-yl)pyridin-2-yl)amino)-2-isopropyl-1-propyl-1,2-dihydro-3H-pyrazolo[3,4-b]pyridin-3-one OC[C@H](C1=CC=CC=C1)NC1=CC(=NC=C1C=1OC=NN1)NC1=CC=C2C(=N1)N(N(C2=O)C(C)C)CCC